(E)-3-(2,4-dichlorophenyl)-1-(5-hydroxy-7-methoxy-2,2-dimethyl-2H-benzopyran-6-yl)prop-2-en-1-one ClC1=C(C=CC(=C1)Cl)/C=C/C(=O)C=1C(=CC2=C(C=CC(O2)(C)C)C1O)OC